ClC=1C(=CC(=C(C1)NC(=O)N1[C@@H]2CC[C@H]1CC=1C(=NC=C(C12)OCCCN(C(OC(C)(C)C)=O)C)F)F)C(F)(F)F tert-butyl (3-(((5R,8S)-10-((5-chloro-2-fluoro-4-(trifluoromethyl)phenyl) carbamoyl)-1-fluoro-6,7,8,9-tetrahydro-5H-5,8-epiminocyclohepta[c]pyridin-4-yl)oxy)propyl)(methyl)carbamate